4-(5-(4-(1-methylpiperidin-3-yl)-1H-imidazol-1-yl)-2-(pyridin-4-yl)pyrazolo[1,5-a]pyrimidin-7-yl)morpholine CN1CC(CCC1)C=1N=CN(C1)C1=NC=2N(C(=C1)N1CCOCC1)N=C(C2)C2=CC=NC=C2